5-((5-(5-chloropyridin-2-yl)oxazol-2-yl)amino)-N'-hydroxypyrazine-2-carboxamidine ClC=1C=CC(=NC1)C1=CN=C(O1)NC=1N=CC(=NC1)C(=NO)N